ClC=1C=C(OCCC(C(=O)O)C)C=CC1C=1N(C2=NC=NC(=C2N1)OC1(CC1)C)CC1=C(C(=CC=C1)C(F)(F)F)C 4-(3-chloro-4-(9-(2-methyl-3-(trifluoromethyl)benzyl)-6-(1-methylcyclopropoxy)-9H-purin-8-yl)phenoxy)-2-methylbutanoic acid